C(CCCCCCCCCCCCCCCCC)(=O)O[C@@H]1[C@](O[C@H](C1)N1C2=NC(=NC(=C2N=C1)N)F)(CO[P@](=O)(OC1=CC=CC=C1)N[C@H](C(=O)OC(CCC)CCC)CC1=CC=CC=C1)C#C (2R,3S,5R)-5-(6-Amino-2-fluoro-9H-purin-9-yl)-2-ethynyl-2-((((S)-(((S)-1-(heptan-4-yloxy)-1-oxo-3-phenylpropan-2-yl)amino)(phenoxy)phosphoryl)oxy) methyl)tetrahydrofuran-3-yl stearate